4-(2-(4-((2-((4-chloro-2-fluorophenoxy)methyl)pyridin-4-yl)oxy)-2-fluorophenyl)acetamido)-3-fluoro-5-((oxetan-2-ylmethyl)amino)benzoate ClC1=CC(=C(OCC2=NC=CC(=C2)OC2=CC(=C(C=C2)CC(=O)NC2=C(C=C(C(=O)[O-])C=C2NCC2OCC2)F)F)C=C1)F